CC1=C(C=NN1)C1=CC=C2C(=N1)SC(=N2)NC2=NC=CC(=C2)CN2CCN(CC2)S(=O)(=O)C 5-(5-methyl-1H-pyrazol-4-yl)-N-(4-((4-(methyl-sulfonyl)piperazin-1-yl)methyl)pyridin-2-yl)thiazolo[5,4-b]pyridin-2-amine